BrC1=CC=C2C[C@H](C[C@](C2=C1)(O)CC1=NC(=NC(=C1CO)Cl)SC)C |r| (1SR,3RS)-7-bromo-1-((6-chloro-5-(hydroxymethyl)-2-(methylthio)pyrimidin-4-yl)methyl)-3-methyl-1,2,3,4-tetrahydronaphthalen-1-ol